1,3,5-tris(4-t-butyl-5-ethyl-3-hydroxy-2,6-dimethylbenzyl)-1,3,5-triazine C(C)(C)(C)C1=C(C(=C(CN2CN(CN(C2)CC2=C(C(=C(C(=C2C)CC)C(C)(C)C)O)C)CC2=C(C(=C(C(=C2C)CC)C(C)(C)C)O)C)C(=C1CC)C)C)O